C(C)OC(C(C)O)(C)C 3-ethoxy-3-methyl-butan-2-ol